C(C)(C)(C)OC(=O)N1C[C@@H](N(CC1)C=1C2=C(N=CN1)N(C=C2I)C2=CC(=CC=C2)Cl)C (S)-4-(7-(3-chlorophenyl)-5-iodo-7H-pyrrolo[2,3-d]pyrimidin-4-yl)-3-methylpiperazine-1-carboxylic acid tert-butyl ester